NC1=C(C=CC=C1)NC(C1=C(C=C(C(=C1)F)N1N=C2N(CCCC2)C1=O)O[C@@H](C)CCC)=O N-(2-aminophenyl)-5-fluoro-4-(3-oxo-5,6,7,8-tetrahydro[1,2,4]triazolo[4,3-a]pyridin-2(3H)-yl)-2-[(2S)-pent-2-yloxy]benzamide